FC1(CC(CC1)NC1=NC(=NC(=N1)NC1CC(CC1)(F)F)C=1SC=C(N1)C(F)(F)F)F N2,N4-bis(3,3-difluorocyclopentyl)-6-(4-(trifluoromethyl)thiazol-2-yl)-1,3,5-triazine-2,4-diamine